FC(C(=O)N(CCC[Si](CCCN(C(C(F)(F)F)=O)C(C(F)(F)F)=O)(C)CCCN(C(C(F)(F)F)=O)C(C(F)(F)F)=O)C(C(F)(F)F)=O)(F)F N-[3-(bis-{3-[bis-(2,2,2-trifluoro-acetyl)-amino]-propyl}-methyl-silanyl)-propyl]-2,2,2-trifluoro-N-(2,2,2-trifluoro-acetyl)-acetamide